(R)-7-(3-(2-(5-tosyl-5H-pyrrolo[2,3-b]pyrazin-7-yl)thiazol-4-yl)phenyl)-6,7-dihydro-5H-pyrrolo[1,2-a]imidazol-7-ol S(=O)(=O)(C1=CC=C(C)C=C1)N1C=C(C=2C1=NC=CN2)C=2SC=C(N2)C=2C=C(C=CC2)[C@@]2(CCN1C2=NC=C1)O